CN1C(N(C2=NC(=NC=C12)NC=1C(=CC2=C(CCO2)C1)C)C1(CCCCC1)C#N)=O (7-methyl-2-((6-methyl-2,3-dihydrobenzofuran-5-yl)amino)-8-oxo-7,8-dihydro-9H-purin-9-yl)cyclohexane-1-carbonitrile